C(COP(=O)(O)OC[C@@H]1[C@H]([C@@H]([C@@H]([C@H](O1)O[C@H]2[C@H]([C@@H]([C@H](O[C@@H]2OC[C@@H]3[C@H]([C@@H]([C@@H]([C@H](O3)O[C@@H]4[C@H](O[C@@H]([C@@H]([C@H]4O)N)O)CO)O)O)O)CO)O)O)O)O)O)N The molecule is an amino tetrasaccharide consisting of a 6-O-[(2-aminoethoxy)(hydroxy)phosphoryl-alpha-D-mannopyranosyl residue, two alpha-D-mannopyranosyl residues, and a 2-amino-alpha-D-glucose residue linked together in sequence by (1->2), (1->6) and (1->4) glycosidic bonds. It is an oligosaccharide phosphate and an amino tetrasaccharide.